(S)-N-(1-(3,5-difluorobenzyl)-1H-imidazol-4-yl)-2,2-difluorospiro[2.3]hexane-1-carboxamide FC=1C=C(CN2C=NC(=C2)NC(=O)[C@H]2C(C23CCC3)(F)F)C=C(C1)F